C(C1=CC=CC=C1)N1CCC2(CC1)C1=C(OC2)C=2COC(C2C=C1)=O benzyl-2H-spiro[benzo[2,1-b:3,4-c']difuran-3,4'-piperidin]-6(8H)-one